FC=1C=C(C=CC1F)C=1N=CN(C1C=1C=C2N=CC=NC2=CC1)C 6-(4-(3,4-Difluorophenyl)-1-methyl-1H-imidazol-5-yl)quinoxaline